ethyl-(R)-1-(2-((tert-butoxycarbonyl)amino)propyl)-1H-imidazole C(C)C=1N(C=CN1)C[C@@H](C)NC(=O)OC(C)(C)C